(3R,5R)-N,N-dibenzyl-1-oxaspiro[2.5]Octane-5-amine C(C1=CC=CC=C1)N([C@H]1C[C@@]2(CO2)CCC1)CC1=CC=CC=C1